6-(trifluoromethyl)pyridine-2-carboxamide (1-(methyl-d3)-1H-1,2,4-triazol-3-yl)methyl-d2-(S)-(4-((3-chloro-4-fluorophenyl)carbamoyl)-7-fluoro-2,3-dihydro-1H-inden-1-yl)carbamate C(N1N=C(N=C1)C([2H])([2H])N(C(O)=O)[C@H]1CCC2=C(C=CC(=C12)F)C(NC1=CC(=C(C=C1)F)Cl)=O)([2H])([2H])[2H].FC(C1=CC=CC(=N1)C(=O)N)(F)F